thieno[3,4-b]-thiophene S1C=2C(C=C1)=CSC2